1-butylimidazole hydrogensulfate S(=O)(=O)(O)O.C(CCC)N1C=NC=C1